ClC=1C(=NC(=NC1)NC=1C=NC=C(C1)N1C(CCC1)=O)C=1CCN(CC1)C(=O)OC(C)(C)C tert-butyl 4-(5-chloro-2-((5-(2-oxopyrrolidin-1-yl)pyridin-3-yl)amino)pyrimidin-4-yl)-3,6-dihydropyridine-1(2H)-carboxylate